Benzyl 2-((((9H-fluoren-9-yl)methoxy) carbonyl)amino)-4-(3-chloro-4-(trifluoromethyl)phenyl)butanoate C1=CC=CC=2C3=CC=CC=C3C(C12)COC(=O)NC(C(=O)OCC1=CC=CC=C1)CCC1=CC(=C(C=C1)C(F)(F)F)Cl